Cl.CC=CC=CC=CCCCC undec-2,4,6-triene hydrochloride